Tert-butyl (S)-5-amino-4-(5-(6-amino-4-phenylpyridin-2-yl)-1-oxoisoindolin-2-yl)-5-oxopentanoate NC([C@H](CCC(=O)OC(C)(C)C)N1C(C2=CC=C(C=C2C1)C1=NC(=CC(=C1)C1=CC=CC=C1)N)=O)=O